OC1CCC(CC1)C(=O)O[C@H]1[C@@H](OC2=CC(=CC(=C2C1)OCC1=CC=CC=C1)OCC1=CC=CC=C1)C1=CC(=C(C(=C1)OCC1=CC=CC=C1)OCC1=CC=CC=C1)OCC1=CC=CC=C1 (2S,3R)-5,7-bis(benzyloxy)-2-(3,4,5-tris(benzyloxy)phenyl)chroman-3-yl 4-hydroxycyclohexane-1-carboxylate